C(CCC)[Si](C=1C=C(C=CC1)P(N(P(C1=CC=C(C=C1)[Si](CCCC)(CCCC)CCCC)C1=CC=C(C=C1)[Si](CCCC)(CCCC)CCCC)C1CCCCC1)C1=CC(=CC=C1)[Si](CCCC)(CCCC)CCCC)(CCCC)CCCC N-(bis(3-(tributylsilyl)phenyl)phosphaneyl)-N-cyclohexyl-1,1-bis(4-(tributylsilyl)phenyl)phosphanamine